ClC1=CC(=C(C=C1F)[C@H](CC1=NC(=NC(=N1)N[C@@H](CO)CC(C)C)NS(=O)(=O)C)C)F N-(4-((S)-2-(4-chloro-2,5-difluorophenyl)propyl)-6-(((R)-1-hydroxy-4-methylpentan-2-yl)amino)-1,3,5-triazin-2-yl)methanesulfonamide